N-(2,3-Dimethylphenyl)-6-morpholin-4-yl-N1-p-tolyl-[1,3,5]triazine-2,4-diamine CC1=C(C=CC=C1C)NC1N(C(=NC(=N1)N)N1CCOCC1)C1=CC=C(C=C1)C